9-cycloheptadecanon C1CCCCCCCC(CCCCCCCC1)=O